C(C)OC1=C(C=C(C(=C1)F)[N+](=O)[O-])B1OC(C(O1)(C)C)(C)C 2-(2-ethoxy-4-fluoro-5-nitro-phenyl)-4,4,5,5-tetramethyl-1,3,2-dioxaborolane